C(=O)(OC(C)(C)C)C1(CCC(CC1)N)N Boc-trans-1,4-cyclohexanediamine